ClC=1C=CC(=C(C(=O)NCC[C@@]2(C(=O)O)CC=CC=C2)C1)OC1=CC(=CC=C1)F (1S)-1-({[5-chloro-2-(3-fluorophenoxy)benzoyl]amino}ethyl)benzoic acid